COCC1(CCC(CC1)C=1C(=NN2C1CN(CC2)C(=O)C2CCC2)CN(CCN(C(OC(C)(C)C)=O)C)C)COC tert-Butyl (2-(((3-(4,4-bis(methoxymethyl)cyclohexyl)-5-(cyclobutanecarbonyl)-4,5,6,7-tetrahydropyrazolo[1,5-a]pyrazin-2-yl)methyl)(methyl)-amino)ethyl)(methyl)carbamate